FC(C1=C(C=C(C=N1)C1=NC(C(C2=CC=CC=C12)(F)F)(C)C)C)F 1-[6-(difluoromethyl)-5-methyl-3-pyridyl]-4,4-difluoro-3,3-dimethyl-isoquinoline